ClC1=C(C(=O)N2C[C@H](N(CC2)C=2C=CC(=NC2C=2NC(=NN2)N)C=2C(=NC=CC2)OCC)CC)C=CC(=C1)F 5-{5-[(2R)-4-(2-chloro-4-fluorobenzoyl)-2-ethylpiperazin-1-yl]-2'-ethoxy-[2,3'-bipyridin]-6-yl}-4H-1,2,4-triazol-3-amine